3-{4-[(3S)-3-aminopyrrolidin-1-yl]-5-(7-fluoro-4-methyl-1H-1,3-benzodiazol-2-yl)pyridin-3-yl}-5-fluorobenzamide N[C@@H]1CN(CC1)C1=C(C=NC=C1C1=NC2=C(N1)C(=CC=C2C)F)C=2C=C(C(=O)N)C=C(C2)F